tert-Butyl (3S)-3-[[4-[2-[4-[(3,5-difluorophenyl)sulfonylamino]-2,3-difluoro-phenoxy]-3-pyridyl]pyrimidin-2-yl]amino]piperidine-1-carboxylate FC=1C=C(C=C(C1)F)S(=O)(=O)NC1=C(C(=C(OC2=NC=CC=C2C2=NC(=NC=C2)N[C@@H]2CN(CCC2)C(=O)OC(C)(C)C)C=C1)F)F